(4-{[2-(5-chloropyridin-2-yl)-2-methyl-2H-1,3-benzodioxol-4-yl]methyl}piperidin-1-yl)methyl-1-[(1-ethyl-1H-imidazol-5-yl)methyl]-1H-1,3-benzodiazole-6-carboxylic acid ClC=1C=CC(=NC1)C1(OC2=C(O1)C=CC=C2CC2CCN(CC2)CC2=NC1=C(N2CC2=CN=CN2CC)C=C(C=C1)C(=O)O)C